[K].ClC1=NC(=CC(=C1)[C@@H]1C[C@H](C1)OC)S(=O)(=O)C 2-chloro-4-((trans)-3-methoxycyclobutyl)-6-(methylsulfonyl)pyridine potassium